tert-butyl ((1r,4r)-4-(4-nitrophenoxy)cyclohexyl)carbamate [N+](=O)([O-])C1=CC=C(OC2CCC(CC2)NC(OC(C)(C)C)=O)C=C1